2-methyl-6-(6-(methyl(2,2,6,6-tetramethylpiperidin-4-yl)amino)pyridazin-3-yl)quinolin-7-ol CC1=NC2=CC(=C(C=C2C=C1)C=1N=NC(=CC1)N(C1CC(NC(C1)(C)C)(C)C)C)O